C1(=CC=CC=C1)NC(OC=1C=C2C=CNC2=CC1)=O INDOL-5-YL PHENYLCARBAMATE